2-(2-Chloroethyl)-1-(4-methyl-4-((methylthio)methyl)piperidin-1-yl)-1,6-dihydroimidazo[4,5-d]pyrrolo[2,3-b]pyridine ClCCC1=NC=2C(=C3C(=NC2)NC=C3)N1N1CCC(CC1)(CSC)C